C(CCC)N1C(N(C(C(C1=O)=C(N)N)=O)C1CCC2(CN(C2)C2(COC2)C(=O)N)CC1)=O 3-(7-(3-Butyl-5-(diaminomethylene)-2,4,6-trioxotetrahydropyrimidin-1(2H)-yl)-2-azaspiro[3.5]nonan-2-yl)oxetane-3-carboxamide